COC1=CC=C(C=C1)C1=NOC(=N1)N1CCC(CC1)C(=O)NCC1CN(CC1)C(C1=NC=C(C=C1)C)=O 1-(3-(4-Methoxyphenyl)-1,2,4-oxadiazol-5-yl)-N-((1-(5-methylpicolinoyl)pyrrolidin-3-yl)methyl)piperidine-4-carboxamide